8-bromo-2-(ethylsulfonyl)-6-fluoro-3-methylquinazolin-4(3H)-one BrC=1C=C(C=C2C(N(C(=NC12)S(=O)(=O)CC)C)=O)F